7-[5-chloro-4-methoxy-2-(2H-1,2,3-triazol-2-yl)phenyl]-N-[(2,4-dimethoxyphenyl)methyl]cinnolin-4-amine ClC=1C(=CC(=C(C1)C1=CC=C2C(=CN=NC2=C1)NCC1=C(C=C(C=C1)OC)OC)N1N=CC=N1)OC